ClC1=C(C=NNC1=O)N1C[C@@H](CC1)OC1=NC=CC(=C1)C1=C(C=C(C=C1)NS(=O)(=O)CCC)F (R)-N-(4-(2-((1-(5-chloro-6-oxo-1,6-dihydropyridazin-4-yl)pyrrolidin-3-yl)oxy)pyridin-4-yl)-3-fluorophenyl)propane-1-sulfonamide